C1(=CC=CC=C1)[Se]CCCC#N 4-(phenylselenyl)butyronitrile